(1R,3S)-3-((tert-butoxycarbonyl)amino)-4,4-difluorocyclohexane-1-carboxylic acid ethyl ester C(C)OC(=O)[C@H]1C[C@@H](C(CC1)(F)F)NC(=O)OC(C)(C)C